BrC=1C=C(C(=NC1)N)OCC1=CC=C(C=C1)F 5-bromo-3-[(4-fluorophenyl)methoxy]pyridin-2-amine